C1CCOCC1 4,4-dioxane